Cl.COC1=C(C=CC(=C1)CNC(CCCC\C=C\C(C)C)=O)OC(=O)N1C(CCCC1)CNC.CC(C(=O)C1=CC=CC=C1)CS(=O)(=O)C1=CC=CC=C1 2-methyl-1-phenyl-3-(benzenesulfonyl)propan-1-one (E)-2-methoxy-4-((8-methylnon-6-enamido)methyl)phenyl-2-((methylamino)methyl)piperidine-1-carboxylate hydrochloride salt